C(C1=CC=CC=C1)NC=1C=2N(N=C(C1)N[C@H]1COCC1)C(=NN2)C2CCCC2 N8-benzyl-3-cyclopentyl-N6-[(3R)-tetrahydrofuran-3-yl]-[1,2,4]triazolo[4,3-b]pyridazine-6,8-diamine